C(C=C)(=O)OC1=CC=CC2=C(C=CC=C12)OC(C=C)=O naphthalene-1,5-diyl diacrylate